(R)-3-(4-chloro-3-fluorophenoxy)-1-(4,4,5,5-tetramethyl-1,3,2-dioxaborolan-2-yl)propan-1-amine hydrochloride Cl.ClC1=C(C=C(OCC[C@H](N)B2OC(C(O2)(C)C)(C)C)C=C1)F